Tridecylfluorooctyl Acrylate C(C=C)(=O)OCCCCCCCC(F)CCCCCCCCCCCCC